(R)-2-((1-(3-methyl-2-morpholino-4-oxo-3,4-dihydroquinazolin-8-yl)ethyl)amino)benzoic acid CN1C(=NC2=C(C=CC=C2C1=O)[C@@H](C)NC1=C(C(=O)O)C=CC=C1)N1CCOCC1